C(#N)C1=CC=C(C=C1)NC=1C(=NN(C1)C1=C(C=CC=C1Cl)Cl)C(=O)N 4-((4-cyanophenyl)amino)-1-(2,6-dichlorophenyl)-1H-pyrazole-3-carboxamide